2-(pyrrolidin-1-yl)ethyl (S)-6-diazo-2-((S)-2-methoxypropanamido)-5-oxohexanoate [N+](=[N-])=CC(CC[C@@H](C(=O)OCCN1CCCC1)NC([C@H](C)OC)=O)=O